(3S)-3-(5-(1'-(4-(4-amino-3-(4-phenoxyphenyl)-3a,7a-dihydro-1H-pyrazolo[3,4-d]pyrimidin-1-yl)piperidine-1-carbonyl)-[3,3'-biazetidin]-1-yl)-1-oxoisoindolin-2-yl)piperidine-2,6-dione NC=1C2C(N=CN1)N(N=C2C2=CC=C(C=C2)OC2=CC=CC=C2)C2CCN(CC2)C(=O)N2CC(C2)C2CN(C2)C=2C=C1CN(C(C1=CC2)=O)[C@@H]2C(NC(CC2)=O)=O